B(OC1=CC(=CC(=C1)C(F)(F)F)C(F)(F)F)(OC1=CC(=CC(=C1)C(F)(F)F)C(F)(F)F)OC1=CC(=CC(=C1)C(F)(F)F)C(F)(F)F tris(3,5-bis(trifluoromethyl)phenyl) borate